ClC=1C=C(C=CC1N1C(N(C=C1)C)=O)C1=C(C(=NC(=C1)C)C1=CN(C(C=C1)=O)C1CCN(CC1)C(=O)OC(C)(C)C)OCOC tert-Butyl 4-(4-(3-chloro-4-(3-methyl-2-oxo-2,3-dihydro-1H-imidazol-1-yl)phenyl)-3-(methoxymethoxy)-6-methyl-6'-oxo-[2,3'-bipyridin]-1'(6'H)-yl)piperidine-1-carboxylate